ClC1=NC=CC(=C1F)N1N=NC=C1C(C)N 1-(1-(2-chloro-3-fluoropyridin-4-yl)-1H-1,2,3-triazol-5-yl)ethan-1-amine